2-((diphenylmethylene)amino)-3-(4-(tert-Butyldimethylsilanyloxy)-3,5-dichloro-phenyl)propionitrile C1(=CC=CC=C1)C(C1=CC=CC=C1)=NC(C#N)CC1=CC(=C(C(=C1)Cl)O[Si](C)(C)C(C)(C)C)Cl